1,2,3,4-tetrahydronaphthaline C1CCCC2=CC=CC=C12